5-bromo-N-((R)-1-(3-(difluoromethyl)-2-fluorophenyl)ethyl)-2-(((S)-2-hydroxypropyl)amino)nicotinamide BrC=1C=NC(=C(C(=O)N[C@H](C)C2=C(C(=CC=C2)C(F)F)F)C1)NC[C@H](C)O